B([O-])([O-])[O-].[Ba+2].[Sn+4].B([O-])([O-])[O-] tin-barium borate